3-(2-(5-(4-hydroxybenzylidene)-3-(4-methoxyphenyl)-4-oxothiazolidin-2-ylidene)hydrazono)-5-bromoindol-2-one OC1=CC=C(C=C2C(N(C(S2)=NN=C2C(NC3=CC=C(C=C23)Br)=O)C2=CC=C(C=C2)OC)=O)C=C1